7-(2-furyl)-3-[[4-hydroxy-1-[(3R,4R)-1-[4-methyl-2-(6-methyl-3-pyridyl)thiazole-5-carbonyl]-3-phenyl-piperidine-4-carbonyl]-4-piperidyl]methyl]pyrrolo[2,1-f][1,2,4]triazin-4-one O1C(=CC=C1)C1=CC=C2C(N(C=NN21)CC2(CCN(CC2)C(=O)[C@H]2[C@@H](CN(CC2)C(=O)C2=C(N=C(S2)C=2C=NC(=CC2)C)C)C2=CC=CC=C2)O)=O